FC=1C=C(C=CC1C(F)(F)F)[C@H]1C[C@@H](CN(C1)CC1=CC=C(C=C1)C(F)(F)F)CC(=O)O trans-2-(5-(3-fluoro-4-(trifluoromethyl)phenyl)-1-(4-(trifluoromethyl)benzyl)piperidin-3-yl)acetic acid